N-(3-(pyrrolidin-1-yl)propyl)-[2,3'-bipyridin]-6'-amine N1(CCCC1)CCCNC1=CC=C(C=N1)C1=NC=CC=C1